CC(C)(C)[S@@](=O)N[C@@H]1COCC12CCNCC2 (R)-2-methyl-N-((S)-2-oxa-8-azaspiro[4.5]decan-4-yl)propane-2-sulfinamide